N-((1R,2R,4S)-7-cyano-7-azabicyclo[2.2.1]heptan-2-yl)-1-(6-(difluoromethoxy)-2-pyridinyl)-1H-indazole-5-carboxamide C(#N)N1[C@H]2[C@@H](C[C@@H]1CC2)NC(=O)C=2C=C1C=NN(C1=CC2)C2=NC(=CC=C2)OC(F)F